2-amino-N-[(1R)-1-cyclopropyl-2-hydroxyethyl]-5-{2-[(1S)-1-cyclopropylethyl]-7-ethyl-1-oxo-2,3-dihydro-1H-isoindol-5-yl}pyrazolo[1,5-a]pyrimidine-3-carboxamide NC1=NN2C(N=C(C=C2)C=2C=C3CN(C(C3=C(C2)CC)=O)[C@@H](C)C2CC2)=C1C(=O)N[C@@H](CO)C1CC1